FC(C1=C(C=C2CCCNC2=C1)C1CCN(CC1)C(=O)OC(C)(C)C)F tert-butyl 4-(7-difluoromethyl-1,2,3,4-tetrahydroquinolin-6-yl)-piperidine-1-carboxylate